N1=C(C=CC=C1C=1OC(=NN1)C1=NC2=C3N=CC=C(C3=CC=C2C=C1)C1=NN=C(O1)C1=CC=CC(=N1)C1=NC=CC=C1)C1=NC=CC=C1 2,7-bis[2-(2,2'-bipyridin-6-yl)-1,3,4-oxadiazol-5-yl][1,10]phenanthroline